N-(4-(2-amino-3-(3-(piperidin-4-yl)prop-1-ynyl)pyridin-4-yloxy)-3-fluorophenyl)-2,4-dioxo-1,2,3,4-tetrahydropyrimidine-5-carboxamide NC1=NC=CC(=C1C#CCC1CCNCC1)OC1=C(C=C(C=C1)NC(=O)C=1C(NC(NC1)=O)=O)F